3-(2-hydroxy-4,6-dimethylphenyl)-3,3-dimethylpropanoate OC1=C(C(=CC(=C1)C)C)C(CC(=O)[O-])(C)C